methyl 2-((1R,3s,5S)-3-((6-bromo-3-((Z)-N'-(2-chloro-4-hydroxyphenyl)-carbamimidoyl)pyrrolo[1,2-b]pyridazin-4-yl)amino)-8-azabicyclo[3.2.1]octan-8-yl)acetate BrC=1C=C2N(N=CC(=C2NC2C[C@H]3CC[C@@H](C2)N3CC(=O)OC)/C(/N)=N/C3=C(C=C(C=C3)O)Cl)C1